ClC=1C=C(C=CC1)C1OP(OCC1)(=O)OCC1O[C@H]([C@H]2[C@@H]1OC(O2)(C)C)N2C=C(CC=C2)C(=O)N 1-((3aR,4R,6aR)-6-(((4-(3-chlorophenyl)-2-oxido-1,3,2-dioxaphosphinan-2-yl)oxy)methyl)-2,2-dimethyltetrahydrofuro[3,4-d][1,3]dioxol-4-yl)-1,4-dihydropyridine-3-carboxamide